C(C1=CC=CC=C1)OC1=NC(=CC=C1C1=CC(=C(C=C1)N1CCN(CC1)C(=O)OC(C)(C)C)F)OCC1=CC=CC=C1 tert-butyl 4-[4-(2,6-dibenzyloxy-3-pyridyl)-2-fluoro-phenyl]piperazine-1-carboxylate